C(C=C)(=O)OCC(O)CO.C(C=C)(=O)OCC(O)CO diglyceryl diacrylate